ClC1(CC2=C(OCCO2)C=C1)C(=O)N 6-chloro-2,3-dihydrobenzo[b]1,4-dioxin-6-carboxamide